2,3-dihydrobenzofuransulfonyl chloride O1C(CC2=C1C=CC=C2)S(=O)(=O)Cl